C(=C)C=1C=C(C=2N(C1)C(=CN2)C)C(=O)OC methyl 6-ethenyl-3-methylimidazo[1,2-a]pyridine-8-carboxylate